CN(CCN1N=NC2=C1C=C1C(=C2F)CC(C1)CN1CCC2(CN(C(O2)=O)C2=NC3=C(OCC(N3)=O)N=C2)CC1)C 6-[8-[[3-[2-(Dimethylamino)ethyl]-8-fluoro-6,7-dihydro-5H-cyclopenta[f]benzotriazol-6-yl]methyl]-2-oxo-1-oxa-3,8-diazaspiro[4.5]decan-3-yl]-4H-pyrazino[2,3-b][1,4]oxazin-3-one